2-methyl-4-[[4-[3-(trifluoromethyl)phenyl]-1-piperazinyl]carbonyl]-1(2H)-phthalazinone CN1C(C2=CC=CC=C2C(=N1)C(=O)N1CCN(CC1)C1=CC(=CC=C1)C(F)(F)F)=O